N1(CCC1)C1=NC(=CC(=N1)OCC)CCCCCCCCCCCCCCCC 2-(Azetidin-1-yl)-4-ethoxy-6-hexadecylpyrimidine